O.OC1N(CCN(C1)CCO)CCCS(=O)(=O)O hydroxy-4-(2-hydroxyethyl)-1-piperazinepropanesulfonic acid monohydrate